7-hydroxy-2,5-dimethoxy-6,8-dimethylflavane OC1=C(C(=C2CCC(OC2=C1C)(C1=CC=CC=C1)OC)OC)C